tert-butyl 3-(benzhydrylcarbamoyl)-3-(2-chloro-N-(4-chlorobenzyl)acetamido)cyclobutane-1-carboxylate C(C1=CC=CC=C1)(C1=CC=CC=C1)NC(=O)C1(CC(C1)C(=O)OC(C)(C)C)N(C(CCl)=O)CC1=CC=C(C=C1)Cl